[Cl-].[Cl-].[Cl-].C[SiH](C)C[Ti](C)(NC(C)(C)C)C1C=C(C2=CC=CC=C12)C=1NC=CC1 dimethylsilyl-3-pyrrolylindenyl-tert-butylamino-dimethyltitanium trichloride